(R)-3-(3-Chloro-4-(4-((5-isopropyl-8-((2R,3S)-2-methyl-3-((methanesulfonyl)methyl)azetidin-1-yl)isoquinolin-3-yl)amino)pyrimidin-2-yl)-1H-pyrazol-1-yl)-2-methylpropanenitrile ClC1=NN(C=C1C1=NC=CC(=N1)NC=1N=CC2=C(C=CC(=C2C1)C(C)C)N1[C@@H]([C@H](C1)CS(=O)(=O)C)C)C[C@H](C#N)C